(R)-1-((R)-1-(5-hydroxy-4-oxo-1,4-dihydropyridazine-3-carbonyl) pyrrolidin-2-yl)-2,2-diphenylethyl methanesulfonate CS(=O)(=O)O[C@H](C(C1=CC=CC=C1)C1=CC=CC=C1)[C@@H]1N(CCC1)C(=O)C1=NNC=C(C1=O)O